C(C)(C)(C)OC(N[C@H]1[C@@H](CN(CC1)C1=NC(=C(C(=C1C#N)CC)C#N)S[C@@H](C(=O)N)C1=CC=CC=C1)O)=O ((3R,4R)-1-(6-(((R)-2-amino-2-oxo-1-phenylethyl)thio)-3,5-dicyano-4-ethylpyridin-2-yl)-3-hydroxypiperidin-4-yl)carbamic acid tert-butyl ester